C(C)(C)(C)CC(C(=O)O)(C)N1C(NC2=C(C1=O)C(=C(S2)Br)C)=O tert-butyl-2-(6-bromo-5-methyl-2,4-dioxo-1,4-dihydrothieno[2,3-d]pyrimidin-3(2H)-yl)-2-methylpropionic acid